O=C1N(CC2=CC=C(C=C12)N1CCNCC1)C1C(NC(CC1)=O)=O 3-(1-oxo-6-(piperazin-1-yl)isoindol-2-yl)piperidine-2,6-dione